3-methyl-3-(2,3,5-trifluorophenoxy)azetidine hydrochloride Cl.CC1(CNC1)OC1=C(C(=CC(=C1)F)F)F